22-Hydroxy-tricosanoic acid OC(CCCCCCCCCCCCCCCCCCCCC(=O)O)C